[N+](=O)([O-])C1=C(N[N+]#N)C=CC(=C1)[N+](=O)[O-] 2,4-dinitroanilinediazonium